ClC=1C=C(C=NC1N1N=CC=N1)NC(=O)C=1C=NN(C1C(C)C)C1=C2C=CC=NC2=CC=C1 N-(5-Chloro-6-(2H-1,2,3-triazol-2-yl)pyridin-3-yl)-5-isopropyl-1-(chinolin-5-yl)-1H-pyrazol-4-carboxamid